3-(2-(((1-(6-(5-((R)-2-(2,4-difluorophenyl)pyrrolidin-1-yl)pyrazolo[1,5-a]pyrimidin-3-yl)pyridin-2-yl)piperidin-4-yl)(methyl)amino)methyl)phenyl)piperidine-2,6-dione FC1=C(C=CC(=C1)F)[C@@H]1N(CCC1)C1=NC=2N(C=C1)N=CC2C2=CC=CC(=N2)N2CCC(CC2)N(C)CC2=C(C=CC=C2)C2C(NC(CC2)=O)=O